6-chloro-N-(4-phenethoxyphenyl)pyridazine-4-carboxamide ClC1=CC(=CN=N1)C(=O)NC1=CC=C(C=C1)OCCC1=CC=CC=C1